FC1=NN(C=2C=CC3=C(C12)CCCC(C3=O)CC(F)(F)F)C3OCCCC3 1-fluoro-3-(tetrahydro-2H-pyran-2-yl)-7-(2,2,2-trifluoroethyl)-7,8,9,10-tetrahydrocyclohepta[e]indazol-6(3H)-one